C(C)(C)(C)O\N=C(\[C@H]1CC[C@H](CC1)N(C1=C(C(N(C2=CC=C(N=C12)Cl)C)=O)C(=O)N)C)/C=1C=NC(=CC1)OC 4-((cis-4-((Z)-(tert-butoxyimino)(6-methoxypyridin-3-yl)methyl)cyclohexyl)(methyl)amino)-6-chloro-1-methyl-2-oxo-1,2-dihydro-1,5-naphthyridine-3-carboxamide